4-[(4-fluorophenyl)methyl]-6,8-dimethyl-7-nitro-2,3-dihydro-1,4-benzoxazine FC1=CC=C(C=C1)CN1CCOC2=C1C=C(C(=C2C)[N+](=O)[O-])C